CC=1NC2=CC=C(C=C2C1C)[N+](=O)[O-] 2,3-Dimethyl-5-nitro-1H-indole